BrC1=CC(=C(C(=C1)F)N1CCC(CC1)CO)F (1-(4-bromo-2,6-difluorophenyl)piperidin-4-yl)methanol